4-(5-chloro-1-hexyl-3-(nicotinamido)-1H-pyrazolo[3,4-b]pyridin-6-yl)phenyl (3-(dimethylamino)propyl)carbamate CN(CCCNC(OC1=CC=C(C=C1)C1=C(C=C2C(=N1)N(N=C2NC(C2=CN=CC=C2)=O)CCCCCC)Cl)=O)C